CC1=C(C=CC=C1)C(C#N)=C1C(SC=C1)=NOS(=O)(=O)CCC 2-methyl-α-[2-[[(propylsulfonyl)oxy]imino]-3(2H)-thienylidene]benzeneacetonitrile